ClC=1C=CC2=C(CCCCC2(OC)OC)C1 2-chloro-5,5-dimethoxy-6,7,8,9-tetrahydro-5H-benzo[7]annulene